C(C)(=O)C1=CC2=C(C=C(O2)C(=O)O)C=C1 6-acetyl-1-benzofuran-2-carboxylic acid